Allyl 2-O-levulinyl-3,4-di-O-(2-naphthylmethyl)-alpha-L-rhamnopyranoside C(CCC(=O)C)(=O)O[C@H]1[C@H](OCC=C)O[C@H]([C@@H]([C@H]1OCC1=CC2=CC=CC=C2C=C1)OCC1=CC2=CC=CC=C2C=C1)C